ethyl-phenyl-hydantoin C(C)N1C(N(CC1=O)C1=CC=CC=C1)=O